(E)-4-(2-((6-(1H-imidazol-1-yl)pyridin-3-yl)methylene)hydrazineyl)-7-chloroquinoline hydrochloride Cl.N1(C=NC=C1)C1=CC=C(C=N1)\C=N\NC1=CC=NC2=CC(=CC=C12)Cl